1-(3-methyl-4-(7-(trifluoromethyl)-3,4-dihydroisoquinolin-2(1H)-yl)benzyl)azetidine-3-carboxylic acid CC=1C=C(CN2CC(C2)C(=O)O)C=CC1N1CC2=CC(=CC=C2CC1)C(F)(F)F